(R)-(3-(4-cyclopropylthiazol-2-yl)-8-methyl-5,6-dihydro-[1,2,4]triazolo[4,3-a]pyrazin-7(8H)-yl)(4-fluorophenyl)methanone C1(CC1)C=1N=C(SC1)C1=NN=C2N1CCN([C@@H]2C)C(=O)C2=CC=C(C=C2)F